S1C2=C(C=C1C1(CCCCCC1)N)C=CC=C2 1-Benzo[b]thiophen-2-yl-cycloheptylamine